ClC=1C=C(C=NC1N1N=CC=C1)NC(=O)C=1C=NN(C1C(F)(F)F)C1=CC=C(C=2N1C=CN2)F N-(5-chloro-6-(1H-pyrazol-1-yl)pyridin-3-yl)-1-(8-fluoroimidazo[1,2-a]pyridin-5-yl)-5-(trifluoromethyl)-1H-pyrazole-4-carboxamide